FC(C(=O)[O-])(F)F.NC(=O)C1=CC=CC2=CN(N=C12)C1=CC=C(C=C1)NC(=O)C1[NH+](CCCC1)CC 2-[({4-[7-(aminocarbonyl)-2H-indazol-2-yl]phenyl}amino)carbonyl]-1-ethylpiperidinium trifluoroacetate